FC1=C(C(=CC=C1)F)S(=O)(=O)NC1=CC(=C(C=C1)C)C1=CC2=C(N=C(N=C2)NC)N2C1=NCC2 2,6-difluoro-N-(4-methyl-3-(2-(methylamino)-8,9-dihydroimidazo[1',2':1,6]pyrido[2,3-d]pyrimidin-6-yl)phenyl)benzenesulfonamide